NC1=NC=CC=C1Cl.[K] potassium 2-amino-3-chloropyridine